C=1(C(=CC=CC1)CC1=CC=CC1)CC1=CC=CC1 xylylene-dicyclopentadiene